Cl.CC1(C(CC2=CC=CC=C12)NC1=NC=C(C=C1)[C@@H](C(F)(F)F)NC)C N-(1,1-Dimethyl-2,3-dihydro-1H-inden-2-yl)-5-((S)-2,2,2-trifluoro-1-(methylamino)ethyl)pyridin-2-amine hydrochloride